N-(2-chloro-4-fluorophenyl)-N-(4-nitropyridin-2-yl)acetamide ClC1=C(C=CC(=C1)F)N(C(C)=O)C1=NC=CC(=C1)[N+](=O)[O-]